cis-1,2-diaminocyclooctane N[C@H]1[C@H](CCCCCC1)N